2-({5-[(2,6-difluorophenyl)methoxy]-2-methylpyrazolo[1,5-a]pyridin-3-yl}formamido)-3-hydroxy-2-methylpropanamide FC1=C(C(=CC=C1)F)COC1=CC=2N(C=C1)N=C(C2C(=O)NC(C(=O)N)(CO)C)C